ClC1=CC=C(C=C1)C(CNC(OC)=O)C1=NC=CC=C1 methyl (2-(4-chlorophenyl)-2-(pyridin-2-yl)ethyl)carbamate